(E)-4-(dimethylamino)-N-(1-(4-(trifluoromethyl)phenyl)-1H-indol-5-yl)but-2-enamide CN(C/C=C/C(=O)NC=1C=C2C=CN(C2=CC1)C1=CC=C(C=C1)C(F)(F)F)C